D-aspartic acid benzyl ester isocyanate [N-]=C=O.C(C1=CC=CC=C1)OC([C@H](N)CC(=O)O)=O